t-amyl carbamate C(N)(OC(C)(C)CC)=O